NC=1C=C(C=CC1C=1N=C(N(C1C)COCC[Si](C)(C)C)C(C1=NC=C(C=C1)Cl)=O)NC(OC)=O methyl (3-amino-4-(2-(5-chloropicolinoyl)-5-methyl-1-((2-(trimethylsilyl)ethoxy)methyl)-1H-imidazol-4-yl)phenyl)carbamate